8-(bromomethyl)-6-chloro-1,5-naphthyridin-4-yl trifluoromethanesulfonate FC(S(=O)(=O)OC1=CC=NC2=C(C=C(N=C12)Cl)CBr)(F)F